C(C)(C)(C)C=1C=C(C=C(C1C1=C(C=C(C=C1C(C)(C)C)O)C(C)(C)C)C(C)(C)C)O 3,5,3',5'-tetra-tert-butyl-4,4'-biphenol